C([C@@H]1[C@H]([C@@H]([C@H]([C@H](O1)O)O)O)O)O The molecule is a glucan composed of unbranched chains of D-glucopyranose residues in alpha(1->4) glycosidic linkage. The number of repeated glucose subunits (n) is usually in the range of 300 to 3000, but can be many thousands. One of the two components of starch (the other, 70-80%, being amylopectin). Cf. linear maltodextrin, in which the chain length is typically between 3 and 17 glucose units. It has a role as a plant metabolite, an Escherichia coli metabolite and a mouse metabolite.